acryloyloxytridecyl-trichlorosilane C(C=C)(=O)OCCCCCCCCCCCCC[Si](Cl)(Cl)Cl